COCCN1CC(C1)(C)N1C=C(C(C2=CC=CC=C12)=O)C(=O)O 1-[1-(2-methoxyethyl)-3-methylazetidin-3-yl]-4-oxo-1,4-dihydroquinoline-3-carboxylic acid